CC1=CC(=C(C(=O)OC)C=C1[N+](=O)[O-])OC1=CC2=CC=CC=C2C=C1 methyl 4-methyl-2-(naphthalen-2-yloxy)-5-nitrobenzoate